ClC=1N=C(C2=C(N1)N(C=C2C#N)COCC[Si](C)(C)C)OCC=2C=NC(=C(C2)F)C=2N(C=C(N2)C(F)(F)F)CC 2-chloro-4-[[6-[1-ethyl-4-(trifluoromethyl)imidazol-2-yl]-5-fluoro-3-pyridyl]methoxy]-7-(2-trimethylsilylethoxymethyl)pyrrolo[2,3-d]pyrimidine-5-carbonitrile